(3-chloro-4-((4-((4-methoxybenzyl)oxy)-5-(4-(trifluoromethyl)-1H-pyrrol-2-yl)pyridin-2-yl)methoxy)-5-methylphenyl)-1,2,4-oxadiazole-5-carboxamide ClC=1C=C(C=C(C1OCC1=NC=C(C(=C1)OCC1=CC=C(C=C1)OC)C=1NC=C(C1)C(F)(F)F)C)C1=NOC(=N1)C(=O)N